BrC=1C(=NC(=NC1)NC=1C=C2C(C(N(C2=CC1)CC(N1CCCC1)=O)=O)(C)C)NC1=C(C=CC=C1)P(=O)(C)C 5-[[5-bromo-4-(2-dimethylphosphorylanilino)pyrimidin-2-yl]amino]-3,3-dimethyl-1-(2-oxo-2-pyrrolidin-1-yl-ethyl)indolin-2-one